(3S)-3-amino-5-hydroxy-2-methylpentanoic acid tert-butyl ester C(C)(C)(C)OC(C([C@H](CCO)N)C)=O